C(C1=CC=CC=C1)OC(=O)NC(C=1OC2=C(N1)C=C(C=C2)C(=O)OC)C2CCC(CC2)(F)F methyl 2-((((benzyloxy)carbonyl)amino)(4,4-difluorocyclohexyl)-methyl)benzo[d]oxazole-5-carboxylate